3'-cyclopropyl-1'-(tetrahydro-2H-pyran-2-yl)-1'H-1,4'-bipyrazole C1(CC1)C1=NN(C=C1N1N=CC=C1)C1OCCCC1